(R)-1-(7-(8-ethyl-7-fluoro-3-(methoxymethoxy)naphthalen-1-yl)-8-fluoro-2-((R)-3-hydroxy-2-methylpropoxy)pyrido[4,3-d]pyrimidin-4-yl)-3-methylpiperidin-3-ol C(C)C=1C(=CC=C2C=C(C=C(C12)C1=C(C=2N=C(N=C(C2C=N1)N1C[C@@](CCC1)(O)C)OC[C@@H](CO)C)F)OCOC)F